5-(4-((tert-butyldimethylsilyl)oxy)piperidin-1-yl)-2-morpholino-6-nitrooxazolo[4,5-b]pyridine [Si](C)(C)(C(C)(C)C)OC1CCN(CC1)C1=C(C=C2C(=N1)N=C(O2)N2CCOCC2)[N+](=O)[O-]